ClC=1C(=NC(=NC1)N[C@H]1[C@@H](COCC1)O)C1=C2OC[C@@H](N3C(=NC(C(=C1)F)=C32)C(C)(C)O)C (3S,4r)-4-((5-chloro-4-((S)-8-fluoro-2-(2-hydroxypropan-2-yl)-3-methyl-3,4-dihydro-5-oxa-1,2a-diazaacenaphthylen-6-yl)pyrimidin-2-yl)amino)tetrahydro-2H-pyran-3-ol